(difluoromethyl)-1H-pyrazol FC(F)N1N=CC=C1